[C@H](C)(CC)[C@@H]1N=C(C2=C(N(C1=O)CC(=O)NS(=O)(=O)C=1N=CN(C1)C)C=CC(=C2)Cl)C2=CC=CC=C2 2-((S)-3-((S)-sec-butyl)-7-chloro-2-oxo-5-phenyl-2,3-dihydro-1H-benzo[e][1,4]diazepin-1-yl)-N-((1-methyl-1H-imidazol-4-yl)sulfonyl)acetamide